S1C(=CC=C1)C(=O)NC=1C=C2C(=CNC2=CC1)C=1CCN(CC1)CC 5-(2-thienoyl)amino-3-(1-ethyl-1,2,3,6-tetrahydropyridin-4-yl)-1H-indole